2-(3-chlorobenzyl)cyclopentyl ((2S)-3-cyclohexyl-1-((1-hydroxy-3-(2-oxo-1-azaspiro[4.5]decan-3-yl)propan-2-yl)amino)-1-oxopropan-2-yl)carbamate C1(CCCCC1)C[C@@H](C(=O)NC(CO)CC1C(NC2(C1)CCCCC2)=O)NC(OC2C(CCC2)CC2=CC(=CC=C2)Cl)=O